4-(2-(4-Nitro-1H-pyrazol-1-yl)ethyl)morpholine (rac)-tert-Butyl-cis-4-{N'-[(E)-(dimethylamino)methylidene]hydrazinecarbonyl}-2-ethylpiperidine-1-carboxylate C(C)(C)(C)OC(=O)N1[C@H](C[C@H](CC1)C(=O)N/N=C/N(C)C)CC.[N+](=O)([O-])C=1C=NN(C1)CCN1CCOCC1 |r|